dimethyl butanedioate C(CCC(=O)OC)(=O)OC